O-((2-oxabicyclo(2.1.1)hexane-4-yl) methyl) hydrazinethiocarboxylate N(N)C(OCC12COC(C1)C2)=S